FC=1C=C(C=C(C1)F)CN 1-(3,5-difluorophenyl)methanamine